BrC1=CC(=C(C(=O)OC)C(=C1)I)C(C)Br methyl 4-bromo-2-(1-bromoethyl)-6-iodobenzoate